4-(5-(isopropylcarbamoyl)thiophen-2-yl)benzoic acid C(C)(C)NC(=O)C1=CC=C(S1)C1=CC=C(C(=O)O)C=C1